(E)-6-(2-(1H-tetrazol-5-yl)vinyl)-8-(4-(tert-butyl)phenyl)imidazo[1,2-a]pyrazine N1N=NN=C1/C=C/C=1N=C(C=2N(C1)C=CN2)C2=CC=C(C=C2)C(C)(C)C